(E)-3-cyclopropyl-2-methyl-prop-2-enoic acid C1(CC1)/C=C(/C(=O)O)\C